Cl.C12CC(CC(CCC1)N2)N(C=2SC1=NC(=CC=C1N2)C=2C=C(C=1N(C2)C=C(N1)C)C#N)C 6-{2-[(3-exo)-9-Azabicyclo[3.3.1]non-3-yl(methyl)amino][1,3]thiazolo[5,4-b]pyridin-5-yl}-2-methylimidazo[1,2-a]pyridin-8-carbonitril-Hydrochlorid